[Si](C)(C)(C(C)(C)C)N1CCN(CC1)[Si](C)(C)C(C)(C)C bis(tert-butyldimethylsilyl)piperazine